4-[4-(10-phenyl-9-anthracenyl)phenyl]-9H-carbazole C1(=CC=CC=C1)C1=C2C=CC=CC2=C(C2=CC=CC=C12)C1=CC=C(C=C1)C1=CC=CC=2NC3=CC=CC=C3C12